di(iso-propyl) carbonate C(OC(C)C)(OC(C)C)=O